1-Chloro-N,N,2-trimethylpropenylamine CC(=C(N(C)C)Cl)C